(R)-3-(3-fluorophenyl)oxirane FC=1C=C(C=CC1)[C@@H]1CO1